S(C#N)CCC[Si](OCC)(OCC)OCC 3-thiocyanato-propyl-triethoxysilane